[Si](C1=CC=CC=C1)(C1=CC=CC=C1)(C(C)(C)C)O[C@]1(CN([C@@H](COC1)C)C1=NC(=NC(=N1)O[C@@H](C)[C@H]1N(C[C@@H](C1)F)C)C#N)C 4-((3R,6S)-6-((tert-butyldiphenylsilyl)oxy)-3,6-dimethyl-1,4-oxazepan-4-yl)-6-((S)-1-((2S,4R)-4-fluoro-1-methylpyrrolidin-2-yl)ethoxy)-1,3,5-triazine-2-carbonitrile